C(C)(C)(C)OC(=O)NCC1=C(N=NC(=C1)N1C=NC=C1)C(=O)OCC ethyl 4-(((tert-butoxycarbonyl)amino)methyl)-6-(1H-imidazol-1-yl)pyridazine-3-carboxylate